FC1=CC=C(OC2=CC(=CC(=C2)OC2=CC=C(C=C2)F)OC2=CC=C(C=C2)F)C=C1 1,3,5-tri(4-fluorophenoxy)benzene